ClC=1C=C(C=CC1F)C1=NC2=CC(=C(C=C2C(=N1)N)CCCN1CCOCC1)OC (3-chloro-4-fluorophenyl)-7-methoxy-6-(3-morpholinopropyl)quinazolin-4-amine